ClC1=CC=C2C(=CC(=NC2=C1)C=1C=CC(=C(C(=O)OC)C1)O)N1C=NC=C1 methyl 5-(7-chloro-4-(1H-imidazol-1-yl)quinolin-2-yl)-2-hydroxybenzoate